4-(6-(4-benzyl-4-(methoxymethyl)piperidin-1-yl)pyridin-3-yl)-6-ethoxypyrazolo[1,5-a]pyridine-3-carbonitrile C(C1=CC=CC=C1)C1(CCN(CC1)C1=CC=C(C=N1)C=1C=2N(C=C(C1)OCC)N=CC2C#N)COC